Dimethylsilylenebis[3-(2-furyl)-2,5-dimethyl-cyclopentadienyl]zirconium dichloride [Cl-].[Cl-].C[Si](=[Zr+2](C1C(=C(C=C1C)C=1OC=CC1)C)C1C(=C(C=C1C)C=1OC=CC1)C)C